2-(1-(2-(Trifluoromethyl)pyridin-4-yl)azetidin-3-yl)-1-(1,5,7-trimethyl-1H-pyrrolo[3,2-b]pyridin-2-yl)ethan-1-one FC(C1=NC=CC(=C1)N1CC(C1)CC(=O)C1=CC2=NC(=CC(=C2N1C)C)C)(F)F